C1(=CC=CC=C1)C=1C(=C(C2=CC=CC=C2C1)C1=C(C(=CC2=CC=CC=C12)C1=CC=CC=C1)O)O (S)-3,3'-diphenyl-2,2'-dihydroxy-1,1'-binaphthyl